Dichloro-5,12-dimethyl-2,11-diphenyl-1,5,8,12-tetraazabicyclo[6.6.2]hexadecane Manganese(II) [Mn+2].ClC1C(N2CCN(C(CCN(CCN(C1)C)CC2)C2=CC=CC=C2)C)(C2=CC=CC=C2)Cl